N-(3-(3-((2,6-Dioxopiperidin-3-yl)oxy)-4-methylphenyl)prop-2-yn-1-yl)-5-(8-(7-isopropyl-1,3-dimethyl-2-oxo-2,3-dihydro-1H-benzo[d]imidazol-5-yl)isoquinolin-3-yl)picolinamide O=C1NC(CCC1OC=1C=C(C=CC1C)C#CCNC(C1=NC=C(C=C1)C=1N=CC2=C(C=CC=C2C1)C1=CC2=C(N(C(N2C)=O)C)C(=C1)C(C)C)=O)=O